CC1=CC=C(S1)B(O)O (5-methylthiophen-2-yl)boronic acid